4-cyclohexyl-2,3-difluoro-5-methyl-phenol C1(CCCCC1)C1=C(C(=C(C=C1C)O)F)F